C(C)(=O)C1=C(C(N(C1C1=CC=C(C=C1)Br)CCC1=CC(=CC=C1)OC)=O)O 4-acetyl-5-(4-bromo-phenyl)-3-hydroxy-1-[2-(3-methoxy-phenyl)-ethyl]-1,5-dihydro-pyrrol-2-one